3-(4-((2-(4-(4-((4-(((R)-1-(3-bromophenyl)ethyl)amino)-6-methoxy-2-methyl-quinazolin-7-yl)oxy)butyl)piperazin-1-yl)-2-oxoethyl)amino)-6-fluoro-1-oxoisoindolin-2-yl)piperidine-2,6-dione BrC=1C=C(C=CC1)[C@@H](C)NC1=NC(=NC2=CC(=C(C=C12)OC)OCCCCN1CCN(CC1)C(CNC1=C2CN(C(C2=CC(=C1)F)=O)C1C(NC(CC1)=O)=O)=O)C